FC=1C(=CC(=C(C1)C1=CC=C(N=N1)N1CC(CC1)NC1COCC1)OC)C1=CN=C(S1)C 1-{6-[5-fluoro-2-methoxy-4-(2-methyl-1,3-thiazol-5-yl)phenyl]pyridazin-3-yl}-N-(oxolan-3-yl)pyrrolidin-3-amine